benzyl ((2S,4s,6S)-6-((3-carbamoylpyridin-2-yl)oxy)spiro[3.3]heptan-2-yl)carbamate C(N)(=O)C=1C(=NC=CC1)OC1CC2(CC(C2)NC(OCC2=CC=CC=C2)=O)C1